(S)-5-(5-Chloro-2-((1-cyclopropyl-2-hydroxyethyl)amino)pyridin-4-yl)-1-(2,4,6-trifluorobenzyl)-1,5-dihydro-4H-pyrazolo[4,3-c]pyridin-4-one ClC=1C(=CC(=NC1)N[C@H](CO)C1CC1)N1C(C2=C(C=C1)N(N=C2)CC2=C(C=C(C=C2F)F)F)=O